NCC1=C(C=C(C=C1)C1=NC=NN2C1=CC(=C2)C2=CC=C(C=C2)COCCCC2=CC=C(NC1C(NC(CC1)=O)=O)C=C2)C 3-[4-[3-[[4-[4-[4-(aminomethyl)-3-methyl-phenyl]pyrrolo[2,1-f][1,2,4]triazin-6-yl]phenyl]methoxy]propyl]anilino]piperidine-2,6-dione